C1(CC1)NCC1=C(C=CC=C1)C1=CC=C(C=C1)C=1C=CC2=C(NC(=N2)C)C1 6-(2'-((Cyclopropylamino)Methyl)-[1,1'-Biphenyl]-4-yl)-2-Methyl-1H-benzo[d]imidazol